ClC=1C=C2C=NN(C2=CC1N1C[C@H]2C([C@H]2C1)CO)C=1C=NN(C1)C1CC1 {(1R,5S,6r)-3-[5-chloro-1-(1-cyclopropyl-1H-pyrazol-4-yl)-1H-indazol-6-yl]-3-azabicyclo[3.1.0]hexan-6-yl}methanol